N-(2-cyanoethyl)-piperidine C(#N)CCN1CCCCC1